2-((4-cyclopropylpiperazin-1-yl)methyl)-6-methoxy-9,9-dimethyl-9,10-dihydroacridine C1(CC1)N1CCN(CC1)CC1=CC=2C(C3=CC=C(C=C3NC2C=C1)OC)(C)C